5-(oxolan-3-yl)pyridine O1CC(CC1)C=1C=CC=NC1